(S)-N-methyl-3-(isoquinolin-8-yloxy)-3-(thiophen-2-yl)propan-1-amine CNCC[C@@H](C=1SC=CC1)OC=1C=CC=C2C=CN=CC12